1-(tert-butyl) 2-methyl (2S,4S)-4-(((4-(trifluoromethyl)phenyl)sulfonyl)oxy)pyrrolidine-1,2-dicarboxylate FC(C1=CC=C(C=C1)S(=O)(=O)O[C@H]1C[C@H](N(C1)C(=O)OC(C)(C)C)C(=O)OC)(F)F